FC(C(=O)ON1CCN(CC1)[C@H]1[C@H](N(C1)C1=NC(=NC(=C1)N1CCC(CC1)C=1C(=NC=CC1C)C1(COC1)OC)C(F)(F)F)C)(F)F 4-((2R,3R)-1-(6-(4-(2-(3-methoxyoxetan-3-yl)-4-methylpyridin-3-yl)piperidin-1-yl)-2-(trifluoromethyl)pyrimidin-4-yl)-2-methylazetidin-3-yl)piperazin-1-yl 2,2,2-trifluoroacetate